NC1=NC2=CC=C(C=C2C=C1)C=1C(=C(C=CC1F)C=1C(=C(C=C(C1)Cl)S(=O)(=O)N)Cl)F (3-(2-aminoquinolin-6-yl)-2,4-difluorophenyl)-2,5-dichlorobenzenesulfonamide